OC(CCCC=CC=CC(=O)O)CCC(C(CCCCC)O)O 9,12,13-trihydroxy-10E-octadecadienoic acid